CC1=C(NC(=C1C)C=O)C(=O)O 3,4-DIMETHYL-5-FORMYLPYRROLE-2-CARBOXYLIC ACID